(R)-2-((5-(2-(6-((2-ethoxyethyl)(methyl)amino)-2-methylhexan-3-yl)-2,6-diazaspiro[3.4]oct-6-yl)-1,2,4-triazin-6-yl)oxy)-N-ethyl-5-fluoro-N-isopropylbenzamide C(C)OCCN(CCC[C@H](C(C)C)N1CC2(C1)CN(CC2)C=2N=CN=NC2OC2=C(C(=O)N(C(C)C)CC)C=C(C=C2)F)C